3-[(1S)-1-(4-bromo-2-fluorophenoxy)ethyl]-5-methoxy-1,2,4-oxadiazole BrC1=CC(=C(O[C@@H](C)C2=NOC(=N2)OC)C=C1)F